2-((1R,5S,6s)-3-(2-(cyclobutyl-(methyl)amino)-8,8-difluoro-5,6,7,8-tetrahydroquinazolin-4-yl)-3-azabicyclo[3.1.0]hexane-6-yl)acetic acid C1(CCC1)N(C1=NC=2C(CCCC2C(=N1)N1C[C@@H]2C([C@@H]2C1)CC(=O)O)(F)F)C